1-(2,3-Dihydrobenzo[1,4]dioxin-2-ylmethyl)-3-(4-methoxyphenyl)piperidine O1C(COC2=C1C=CC=C2)CN2CC(CCC2)C2=CC=C(C=C2)OC